NCC[C@@H](C(=O)OC)NC(=O)OCC1=CC=CC=C1 methyl (2S)-4-amino-2-(benzyloxycarbonylamino)butanoate